N-((4-phenylpiperidin-4-yl)methyl)-4-(trifluoromethoxy)benzenesulfonamide C1(=CC=CC=C1)C1(CCNCC1)CNS(=O)(=O)C1=CC=C(C=C1)OC(F)(F)F